2-methyl-N-(tetrahydro-2H-pyran-4-yl)piperidin-4-amine CC1NCCC(C1)NC1CCOCC1